3-FLUORO-2-HYDROXY-4-METHYL-BENZALDEHYDE FC=1C(=C(C=O)C=CC1C)O